FC(C1=CC(=C(C(=O)OC2=CC=NN2)C=C1)S(=O)(=O)C)(F)F pyrazol-5-yl 4-trifluoromethyl-2-(methylsulfonyl)benzoate